(amino)methaniminium NC=[NH2+]